ClC1=C(C2=C(C(=N1)N(C)C(C)C)C(=NN2C2CC2)C2[C@H]1CN(C[C@@H]21)C(=O)OC(C)(C)C)F tert-butyl (1R,5S,6r)-6-(6-chloro-1-cyclopropyl-7-fluoro-4-(isopropyl(methyl)amino)-1H-pyrazolo[4,3-c]pyridin-3-yl)-3-azabicyclo[3.1.0]hexane-3-carboxylate